tert-butyl ({4-fluoro-6-[(2-methoxyethoxy)methoxy]-2,3-dihydro-1H-inden-2-yl}methyl)carbamate FC1=C2CC(CC2=CC(=C1)OCOCCOC)CNC(OC(C)(C)C)=O